ClC=1C=C(C=CC1)[C@H]([C@H]1CC(N1C(=O)OC(C)(C)C)(C)C)O tert-Butyl (R)-4-((R)-(3-chlorophenyl)(hydroxy)methyl)-2,2-dimethylazetidine-1-carboxylate